4-((5-Allyl-1-methyl-4-oxo-4,5-dihydro-1H-pyrrolo[3,2-e]pyridin-3-yl)amino)-6-(cyclopropanecarboxamido)-N-(methyl-d3)nicotinamide C(C=C)C1C=NC2=C(C1=O)C(=CN2C)NC2=CC(=NC=C2C(=O)NC([2H])([2H])[2H])NC(=O)C2CC2